C(C)N1CCN(CC1)CC=1C=CC(=NC1)N1CN=CC(=C1)F N-(5-[(4-ethylpiperazin-1-yl)methyl]pyridin-2-yl)-5-fluoropyrimidin